CN1N=NC(=C1NC(O[C@H](C)C=1C(=NC=C(C1)F)F)=O)C1=NC=C(C=C1)NC(=O)[C@@H]1[C@H](C1)C1=NC=CC=C1 (R)-1-(2,5-difluoropyridin-3-yl)ethyl (1-methyl-4-(5-((1S,2S)-2-(pyridin-2-yl)cyclopropane-1-carboxamido)pyridin-2-yl)-1H-1,2,3-triazol-5-yl)carbamate